ClC1=C(C(=C(C=C1)C1(CCCC1)C(=O)O)NC1=CC=NN1C)F 1-(4-Chloro-3-fluoro-2-((1-methyl-1H-pyrazol-5-yl)amino)phenyl)cyclopentane-1-carboxylic acid